5-[1-(3,3-difluorobutyl)-1H-pyrazol-4-yl]-6-(1,2-dimethyl-1H-benzimidazol-5-yl)pyridine-2-carbonitrile FC(CCN1N=CC(=C1)C=1C=CC(=NC1C1=CC2=C(N(C(=N2)C)C)C=C1)C#N)(C)F